NC=1C2=C(N=CN1)N(C(=C2C2=CC(=C(C=C2)OC2=NC=CC(=N2)C)F)C2=C(C=C(C=C2)NC(C(=C)C)=O)OC)C N-(4-(4-amino-5-(3-fluoro-4-((4-methylpyrimidin-2-yl)oxy)phenyl)-7-methyl-7H-pyrrolo[2,3-d]pyrimidin-6-yl)-3-methoxyphenyl)methacrylamide